Spiro[3H-indole-3,2'-pyrrolidin] 5-(2,4-dioxotetrahydropyrimidin-1(2H)-yl)-2-(piperazin-1-yl)phenyl-sulfurofluoridate O=C1N(CCC(N1)=O)C=1C=CC(=C(C1)OS(=O)(=O)F)N1CCNCC1.N1C2(CCC1)C=NC1=CC=CC=C12